BrC=1C(=C2CCNCC2=CC1)F 6-Bromo-5-fluoro-1,2,3,4-tetrahydroisoquinoline